NC1=C2C(=C3C(=N1)C=C(N3)C(=O)N(C(CC)CC)CC3=C(C=C(C=C3F)C3CC3)F)COC2 5-amino-N-(4-cyclopropyl-2,6-difluorobenzyl)-N-(pentan-3-yl)-6,8-dihydro-1H-furo[3,4-d]pyrrolo[3,2-b]pyridine-2-carboxamide